ethyl (2S)-2-[[[(2R,3S,4R,5R)-5-(4-aminopyrrolo[2,1-f][1,2,4]triazin-7-yl)-5-cyano-3,4-dihydroxy-tetrahydrofuran-2-yl]methoxy-(1-naphthyloxy)phosphoryl]amino]propanoate NC1=NC=NN2C1=CC=C2[C@]2([C@@H]([C@@H]([C@H](O2)COP(=O)(OC2=CC=CC1=CC=CC=C21)N[C@H](C(=O)OCC)C)O)O)C#N